trifluoro-methylsulfone FC(F)(F)S(=O)(=O)C(F)(F)F